rac-methyl (1R,2R,3S,4R,5S)-5-hydroxy-3-(2-methoxypyridin-4-yl)-7-oxabicyclo[2.2.1]heptane-2-carboxylate O[C@@H]1[C@H]2[C@@H]([C@H]([C@@H](C1)O2)C(=O)OC)C2=CC(=NC=C2)OC |r|